C(C)(C)(C)C1CCC(CC1)=CCC1OCCO1 2-(2-(4-(tert-butyl)cyclohexylidene)ethyl)-1,3-dioxolane